ClC1=C(C=CC(=C1)Cl)CCC(=O)N1CC2(CC1)CCC(CC2)NC=2C=NN(C2)CCO 3-(2,4-dichlorophenyl)-1-{(5s,8s)-8-[1-(2-hydroxyethyl)-4-pyrazolylamino]-2-aza-2-spiro[4.5]decyl}-1-propanone